N-vinylvinylurea C(=C)C=CNC(=O)N